4-Fluoro-2-methyl-1-(piperidin-4-yl)-6-(1H-pyrrolo[2,3-b]pyridin-3-yl)-1H-benzo[d]imidazole FC1=CC(=CC=2N(C(=NC21)C)C2CCNCC2)C2=CNC1=NC=CC=C12